methyl (E)-3-(7-methyl-2,3-dihydrobenzo[b][1,4]dioxin-6-yl)acrylate CC=1C(=CC2=C(OCCO2)C1)/C=C/C(=O)OC